(1S,5S)-7-cyclopropyl-3-oxa-7,9-diazabicyclo[3.3.1]nonan-6-one C1(CC1)N1C([C@@H]2COC[C@H](C1)N2)=O